ClC(C(=O)N(C1=CC=CC=C1)C1=C(C=CC=C1Cl)Cl)Cl (2,2-dichloroacetyl)-N-(2,6-dichlorophenyl)aniline